2,3,4-Tri-O-acetyl-β-D-glucopyranuronic acid methylester COC([C@@H]1[C@H]([C@@H]([C@H]([C@H](O)O1)OC(C)=O)OC(C)=O)OC(C)=O)=O